tris-(3,3,3,2,2-pentafluoropropyl) phosphate P(=O)(OCC(C(F)(F)F)(F)F)(OCC(C(F)(F)F)(F)F)OCC(C(F)(F)F)(F)F